FC1=C(C(=CC=C1C(=O)C1=NNC2=NC=C(C=C21)C2=CC=NC=C2)F)NS(=O)(=O)C N-[2,6-Difluoro-3-(5-pyridin-4-yl-1H-pyrazolo[3,4-b]pyridin-3-carbonyl)phenyl]methansulfonamid